2-(2-(phenylamino)phenyl)propan-1-ol C1(=CC=CC=C1)NC1=C(C=CC=C1)C(CO)C